(2S)-2-(4,6-dimethylpyridin-3-yl)-1-methylpyrrolidin-1-ium salicylate C(C=1C(O)=CC=CC1)(=O)[O-].CC1=C(C=NC(=C1)C)[C@H]1[NH+](CCC1)C